1-(6-bromobenzo[d]thiazol-2-yl)-2,2-dimethyl-1-(pyridin-3-yl)propan-1-ol BrC1=CC2=C(N=C(S2)C(C(C)(C)C)(O)C=2C=NC=CC2)C=C1